N1=CC=CC2=C1C=CC=1C=3C=CC=CC3C=CC12 Phenanthropyridine